4-[7-(1-cyano-1-methyl-ethyl)imidazo[1,2-a]pyridin-3-yl]-N-(3,3-difluorocyclobutyl)-2-(difluoromethoxy)-6-methoxybenzamide C(#N)C(C)(C)C1=CC=2N(C=C1)C(=CN2)C2=CC(=C(C(=O)NC1CC(C1)(F)F)C(=C2)OC)OC(F)F